N1(N=CC=C1)C1=CC=C(C=C1)N1N=NC(=C1)C=1C=C(C(=C(C=O)C1)O)F 5-(1-(4-(1H-pyrazol-1-yl)phenyl)-1H-1,2,3-triazol-4-yl)-3-fluoro-2-hydroxybenzaldehyde